oxazolo[4,5-d]pyrimidine O1C=NC=2N=CN=CC21